2-(((1r,4r)-4-(((3-chlorophenyl)(3-fluorophenyl)carbamoyloxy)methyl)cyclohexyl)methoxy)acetic acid ClC=1C=C(C=CC1)N(C(=O)OCC1CCC(CC1)COCC(=O)O)C1=CC(=CC=C1)F